IC1=CC=C(NCC#C)C=C1 4-Iodo-N-prop-2-ynyl-aniline